ClC=1C=2CCCCC2N=C2C=CC(=CC12)C(=O)NCCCN(CC1=CC=CC=C1)CC 9-chloro-N-[3-[ethyl-(phenylmethyl)amino]propyl]-5,6,7,8-tetrahydro-2-acridinecarboxamide